FC(S(=O)(=O)OOS(=O)(=O)C(F)F)F.[Zn] Zinc (difluoromethylsulfonyloxy) difluoromethanesulfonate